[N+](=O)([O-])N1C(C=CC=C1)=O nitropyridin-2(1H)-one